CC(C(=O)C1=C(C=C(C=C1C)C)C)C 2,2',4',6'-tetramethylpropiophenone